6-(4-chlorophenyl)-5-methyl-3-oxo-2,3-dihydropyridazine-4-carboxylic acid ethyl ester C(C)OC(=O)C=1C(NN=C(C1C)C1=CC=C(C=C1)Cl)=O